N,N'-((ethane-1,2-diylbis(azanediyl))bis(ethane-2,1-diyl))dioleamide C(CNCCNC(CCCCCCC\C=C/CCCCCCCC)=O)NCCNC(CCCCCCC\C=C/CCCCCCCC)=O